C1(=CC=CC=2SC3=C(C21)C=CC=C3)C=3C(=C(C(=C(C3C3=CC=C(C=C3)N3C2=CC=CC=C2C=2C=C(C=CC32)C)C3=CC=C(C=C3)N3C2=CC=CC=C2C=2C=C(C=CC32)C)C3=CC=C(C=C3)N3C2=CC=CC=C2C=2C=C(C=CC32)C)C#N)C3=CC=NC=C3 5'-(dibenzo[b,d]thiophen-1-yl)-4,4''-bis(3-methyl-9H-carbazol-9-yl)-6'-(4-(3-methyl-9H-carbazol-9-yl)phenyl)-4'-(pyridin-4-yl)-[1,1':2',1''-terphenyl]-3'-carbonitrile